C(C)(C)(C)OC(=O)N1C[C@H](CC1)[C@@H](C(=O)OC(C)(C)C)CC1=C(C(=CC=C1)CN1C(C2=CC=CC=C2C1=O)=O)F (R)-3-((S)-1-(tert-butoxy)-3-(3-((1,3-dioxoisoindolin-2-yl)methyl)-2-fluorophenyl)-1-oxopropan-2-yl)pyrrolidine-1-carboxylic acid tert-butyl ester